FC(C(C(F)(F)F)OC(=O)N1CCC2(C[C@H]2C(NCC=2C=NC=CC2)=O)CC1)(F)F.[Si](C)(C)(C(C)(C)C)OC=1C=C(CCNC(C=C)=O)C=CC1O[Si](C)(C)C(C)(C)C |o1:15| N-(3,4-bis(t-butyldimethylsilyloxy)phenethyl)acrylamide 1,1,1,3,3,3-hexafluoro-propan-2-yl-(R or S)-1-((pyridin-3-ylmethyl)carbamoyl)-6-aza-spiro[2.5]octane-6-carboxylate